BrC1=CC=2NC(NC(C2N=C1)=O)=O 7-bromo-1H-pyrido[3,2-d]pyrimidine-2,4-dione